1-(9-benzyl-1-methyl-β-carbolin-6-yl)-3-(p-tolyl)urea C(C1=CC=CC=C1)N1C2=CC=C(C=C2C=2C=CN=C(C12)C)NC(=O)NC1=CC=C(C=C1)C